FC=1C=2N(C=C(C1)NC(=O)C1=NC=C(N=C1)O[C@@H]1CNC[C@@H]1F)C=C(N2)C N-(8-Fluoro-2-methylimidazo[1,2-a]pyridin-6-yl)-5-(((3R,4S)-4-fluoropyrrolidin-3-yl)oxy)pyrazine-2-carboxamide